6-(4-([1,4'-bipiperidin]-1'-ylmethyl)phenyl)-3-amino-N-(3,5-dimethoxyphenyl)pyrazine-2-carboxamide N1(CCCCC1)C1CCN(CC1)CC1=CC=C(C=C1)C1=CN=C(C(=N1)C(=O)NC1=CC(=CC(=C1)OC)OC)N